5-(trifluoromethyl)-[1,2,4]triazolo[1,5-a]pyridine-2-carboxylic acid methyl ester COC(=O)C1=NN2C(C=CC=C2C(F)(F)F)=N1